C(C)(=O)NC=1C(=C(C=CC1F)N(C(C1=C(C=CC(=C1)NC(=O)[C@@H]1C([C@H]1C1=CC(=C(C=C1)F)C(F)(F)F)(Cl)Cl)Cl)=O)C)F N-(3-acetamido-2,4-difluorophenyl)-2-chloro-5-((1R,3R)-2,2-dichloro-3-(4-fluoro-3-(trifluoromethyl)phenyl)cyclopropane-1-carboxamido)-N-methylbenzamide